methyl 8-fluoro-2-[[(1R,4S)-5-methyl-2-oxa-5-azabicyclo[2.2.1]heptan-1-yl]methyl]-3,4-dihydro-1H-isoquinoline-6-carboxylate FC=1C=C(C=C2CCN(CC12)C[C@@]12OC[C@@H](N(C1)C)C2)C(=O)OC